CC1=C(OCC(=O)N(CC2OCCC2)C2=NNC=C2)C=CC=C1 2-(2-methylphenoxy)-N-(1H-pyrazol-3-yl)-N-(tetra-hydrofuran-2-ylmethyl)acetamide